C(C1=CC=CC=C1)N(C1C(CC2(CCCO2)CC1)N1C[C@H](CC1)F)C N-benzyl-7-((S)-3-fluoropyrrolidin-1-yl)-N-methyl-1-oxaspiro[4.5]decane-8-amine